CC1OBOC1C 4,5-dimethyl-[1,3,2]dioxaborolane